2-Amino-N-[4-fluoro-5-[2-(4-fluorophenyl)ethylcarbamoyl]-2-methylphenyl]-1,3-thiazole-5-carboxamide NC=1SC(=CN1)C(=O)NC1=C(C=C(C(=C1)C(NCCC1=CC=C(C=C1)F)=O)F)C